N-(4-dibenzofuran-3-yl-phenyl)-N-(2-phenyl-benzooxazol-6-yl)-N-{4-(2-phenyl-benzooxazol-6-yl)-phenyl}-amine C1=CC(=CC=2OC3=C(C21)C=CC=C3)C3=CC=C(C=C3)N(C3=CC=C(C=C3)C3=CC2=C(N=C(O2)C2=CC=CC=C2)C=C3)C3=CC2=C(N=C(O2)C2=CC=CC=C2)C=C3